[Pb].N(=[N+]=[N-])C1=C(C(=O)O)C=CC=C1 azidobenzoic acid lead